FC1=CC=C(CN2N=C(C3=CC=CC=C23)C=CC2=NC=CC=C2)C=C1 (4-fluorobenzyl)-3-(2-(pyridin-2-yl)vinyl)-1H-indazole